C1(=CC=CC=C1)S(=O)(=O)N1C=CC=2C1=NC(=CC2)C2(CC2)NC(OC(C)(C)C)=O tert-butyl (1-(1-(phenylsulfonyl)-1H-pyrrolo[2,3-b]pyridin-6-yl)cyclopropyl)carbamate